(5-([1,1'-Biphenyl]-3-yl)-1-isopropyl-1H-indol-3-yl)-N-(4-methoxybenzyl)acetamide potassium hydrogencarbonate C(O)([O-])=O.[K+].C1(=CC(=CC=C1)C=1C=C2C(=CN(C2=CC1)C(C)C)CC(=O)NCC1=CC=C(C=C1)OC)C1=CC=CC=C1